NC(CC(C(O)O)(C)CC(C)N)C bis(2-aminopropyl)propanediol